N,N'-[[2,2,2-trifluoro-1-(trifluoromethyl)ethylidene]bis(6-hydroxy-3,1-phenylene)]bis[1,3-dihydro-1,3-dioxo-5-isobenzofurancarboxamide] FC(C(C(F)(F)F)(C=1C=C(C(=CC1)O)NC(=O)C=1C=C2C(OC(C2=CC1)=O)=O)C=1C=C(C(=CC1)O)NC(=O)C=1C=C2C(OC(C2=CC1)=O)=O)(F)F